1H-pyrrolo[2,3-b]Pyridin-2(3H)-one N1C(CC=2C1=NC=CC2)=O